FC(S(=O)(=O)OC=1C=C2C(NCC2=C(C1)C=1C=NSC1)=O)(F)F 7-(Isothiazol-4-yl)-3-oxoisoindolin-5-yl trifluoromethanesulfonate